OP(O)(=O)OP(=O)(O)OP(=O)(O)O.N1=CN=C2N=CNC2=C1N Adenine-Triphosphate